4-[3-(4-chlorophenyl)-5-[(2S)-2-(hydroxymethyl)pyrrolidin-1-yl]-7-(4-methoxyphenyl)pyrazolo[1,5-a]pyrimidin-2-yl]benzonitrile ClC1=CC=C(C=C1)C=1C(=NN2C1N=C(C=C2C2=CC=C(C=C2)OC)N2[C@@H](CCC2)CO)C2=CC=C(C#N)C=C2